6-methylamino-purine CNC1=C2NC=NC2=NC=N1